C1(CC1)C=1C=CC(=NC1F)C(NC(=O)C1N(CC(C1)F)C(CN1N=CC=C1)=O)C1=CC=CC=C1 N-[(5-cyclopropyl-6-fluoropyridin-2-yl)(phenyl)methyl]-4-fluoro-1-[2-(1H-pyrazol-1-yl)acetyl]pyrrolidine-2-carboxamide